ClC=1C=C(C=CC1N1C(N(CC1)C)=O)C1=C(C(=CC(=C1)F)C=1C=C(C(=NC1)OCCOC)N1CCN(CC1)C(=O)OC(C)(C)C)OC tert-butyl 4-(5-(3'-chloro-5-fluoro-2-methoxy-4'-(3-methyl-2-oxoimidazolidin-1-yl)-[1,1'-biphenyl]-3-yl)-2-(2-methoxyethoxy)pyridin-3-yl)piperazine-1-carboxylate